CS=C(C#CC(C)(N(CCOCC=1C=C(C=CC1)C)C)C)[O-] S-Methyl-4-methyl-4-[methyl-[2-(m-tolylmethoxy)ethyl]amino]pent-2-ynethioat